C(C)(C)(C)OOCCCC(=O)O.C(C)(=O)OCCOOC(C)(C)C t-butylperoxyethyl acetate (tert-butylperoxy ethyl acetate)